COC1=CC=CC=2C=3N(C(=NC12)N)N=C(N3)[C@H]3CN(CCC3)CC(C(F)(F)F)C(F)(F)F (R)-7-methoxy-2-(1-(3,3,3-trifluoro-2-(trifluoromethyl)propyl)piperidin-3-yl)-[1,2,4]triazolo[1,5-c]quinazolin-5-amine